C(CCCCCCC\C=C\CCCCC=C)(=O)OC(CO)CO 1,3-dihydroxypropan-2-yl (E)-hexadeca-9,15-dienoate